1,4-phenylenebis[(4-aminophenyl)methanone] C1(=CC=C(C=C1)C(=O)C1=CC=C(C=C1)N)C(=O)C1=CC=C(C=C1)N